ClC=1C=C(C(=O)NC2=C(SC=C2)C(=O)O)C=CC1O 3-(3-chloro-4-hydroxybenzoamido)thiophene-2-carboxylic acid